N,O-dibochydroxylamine C(=O)(OC(C)(C)C)NOC(=O)OC(C)(C)C